C1CCC2=C(C=3CCCC3C=C12)NC(=O)N=S(=O)(NC)C1=CN=C(S1)C(C)(C)O N'-((1,2,3,5,6,7-hexahydro-s-indacen-4-yl)carbamoyl)-2-(2-hydroxypropan-2-yl)-N-methylthiazole-5-sulfonimidamide